(cis)-butadiene C=CC=C